F\C(\C(=O)NC=1C(=NC=C(C1C)F)C)=C/C1=C(C2=C(N(C(N2)=O)C)C=C1)F (2Z)-2-fluoro-3-(4-fluoro-1-methyl-2-oxo-3H-1,3-benzodiazol-5-yl)-N-(5-fluoro-2,4-dimethylpyridin-3-yl)prop-2-enamide